C(C)(C)(C)OC(=O)N[C@@H](CN1N=C(C=C1C(=O)OCC)OCCCOC)C(C)(C)C Ethyl (R)-1-(2-((tert-butoxycarbonyl)amino)-3,3-dimethylbutyl)-3-(3-methoxypropoxy)-1H-pyrazole-5-carboxylate